NC1(CCN(CC1)C=1N=C(C2=C(N1)NC=C2C2=CC1=CN(N=C1C=C2)C([2H])([2H])[2H])C#N)C2=CC=CC=C2 2-(4-amino-4-phenylpiperidin-1-yl)-5-(2-(methyl-d3)-2H-indazol-5-yl)-7H-pyrrolo[2,3-d]pyrimidine-4-carbonitrile